ClC=1C=C(CN2C(CCC2)=O)C=CC1N1C=NC(=C1)C1=NC(=NC=C1C(F)(F)F)NC1CCN(CC1)S(=O)(=O)C 1-(3-Chloro-4-(4-(2-((1-(methylsulfonyl)piperidin-4-yl)amino)-5-(trifluoromethyl)pyrimidin-4-yl)-1H-imidazol-1-yl)benzyl)pyrrolidin-2-one